(R)-5-(hydroxymethyl)-3-methyloxazolidin-2-one OC[C@H]1CN(C(O1)=O)C